C[C@@H]1COCCN1C1=CC(=C(N=N1)C(C)N)C1CCOCC1 1-(6-((R)-3-methylmorpholino)-4-(tetrahydro-2H-pyran-4-yl)pyridazin-3-yl)ethylamine